COC=1C(=C(C(=CC1)C)C1=CC2=C(N=C(N=C2)S(=O)(=O)C)N(C1=O)C)C 6-(3-methoxy-2,6-dimethylphenyl)-8-methyl-2-(methylsulfonyl)pyrido[2,3-d]pyrimidin-7(8H)-one